C(C)(=O)C1=NN(C2=CC=C(C=C12)C=1C=NC(=NC1)C)CC(=O)N1[C@@H](C[C@H](C1)F)C(=O)NC1=NC(=C(C=C1C)F)Br (2S,4R)-1-(2-(3-acetyl-5-(2-methylpyrimidin-5-yl)-1H-indazol-1-yl)acetyl)-N-(6-bromo-5-fluoro-3-methylpyridin-2-yl)-4-fluoropyrrolidine-2-carboxamide